4-[2-({2-[3-methyl-6-(methylcarbamoyl)-1H-indol-1-yl]propanoyl}amino)-4-{[3-(trifluoromethyl)-1H-1,2,4-triazol-1-yl]methyl}phenyl]butanoic acid CC1=CN(C2=CC(=CC=C12)C(NC)=O)C(C(=O)NC1=C(C=CC(=C1)CN1N=C(N=C1)C(F)(F)F)CCCC(=O)O)C